(2S,3S,4S,5R)-3-(3,4-difluoro-2-vinyl-phenyl)-4,5-dimethyl-5-(trifluoromethyl)tetrahydrofuran FC=1C(=C(C=CC1F)[C@H]1CO[C@]([C@H]1C)(C(F)(F)F)C)C=C